1-(2-fluoro-3-hydroxyphenyl)cyclopropanecarboxylic acid FC1=C(C=CC=C1O)C1(CC1)C(=O)O